FC(C1=C2CN(C(C2=CC(=C1)C1=CC=C(C=C1)[C@H]1[C@@H](CNCC1)F)=O)[C@@H](C(=O)NC=1SC=CN1)C1=C2N(C=N1)CCC2)F |&1:25| (2RS)-2-[4-(difluoromethyl)-6-[4-[(3S,4S)-3-fluoro-4-piperidyl]phenyl]-1-oxo-isoindolin-2-yl]-2-(6,7-dihydro-5H-pyrrolo[1,2-c]imidazol-1-yl)-N-thiazol-2-yl-acetamide